Cl.CN(C=1SC=2N=C(SC2N1)C=1C=NC(=NC1)C=1C=NNC1)C1CC(NC(C1)(C)C)(C)C N-Methyl-5-[2-(1H-pyrazol-4-yl)pyrimidin-5-yl]-N-(2,2,6,6-tetramethylpiperidin-4-yl)[1,3]thiazolo[5,4-d][1,3]thiazol-2-amin Hydrochlorid